C1=CC=CC2=CC3=CC=CC=C3C(=C12)C=1C=CC(=NC1)C1=NC=CC=C1 5-(9-anthracenyl)-2,2'-bipyridine